C(C1=CC=CC=C1)[C@@H]1N(CC1O)C=1N=C(C2=C(N1)CCC2)C2=CC=C(C(=O)N)C=C2 4-[2-[(2S)-2-benzyl-3-hydroxy-azetidin-1-yl]-6,7-dihydro-5H-cyclopenta[d]pyrimidin-4-yl]benzamide